Methyl 3-chloro-6-(4-chloronaphthalen-1-yl)-5-fluoropicolinate ClC=1C(=NC(=C(C1)F)C1=CC=C(C2=CC=CC=C12)Cl)C(=O)OC